C(C)OC=1C(=CC2=CN(N=C2C1)C)C(=O)NC=1N=NC(=CC1)C1C[C@@H](NCC1)C 6-ethoxy-2-methyl-N-(6-((2S)-2-methylpiperidin-4-yl)pyridazin-3-yl)-2H-indazole-5-carboxamide